C(C1=CC=CC=C1)ON1[C@@H]2CC[C@H](N(C1=O)C2)C(NC(C2=CC=C(C=C2)F)=O)=N N-(((2S,5R)-6-(benzyloxy)-7-oxo-1,6-diazabicyclo[3.2.1]octan-2-yl)(imino)methyl)-4-fluorobenzamide